N-Boc-O-(2,4,6-trimethylbenzenesulfonyl)hydroxylamine methyl-(E)-2-(3-(dimethylamino)acryloyl)-4-nitrobenzoate COC(C1=C(C=C(C=C1)[N+](=O)[O-])C(\C=C\N(C)C)=O)=O.C(=O)(OC(C)(C)C)NOS(=O)(=O)C1=C(C=C(C=C1C)C)C